[NH+]1=CC=[NH+]C=C1 pyrazine-1,4-diium